ClC=1N=C(C2=C(N1)C(=C(N=C2)Cl)F)C2CC1CCC(C2)N1C(=O)OCC1=CC=CC=C1 benzyl 3-{2,7-dichloro-8-fluoropyrido[4,3-d]pyrimidin-4-yl}-8-azabicyclo[3.2.1]octane-8-carboxylate